C(=O)C12OCC(CC1)(CC2)COS(=O)(=O)C2=CC=C(C=C2)C (1-formyl-2-oxabicyclo[2.2.2]octan-4-yl)methyl-4-methylbenzenesulfonate